3,5-dimethyl-2-[7-[4-methyl-1,4-oxazepan-2-yl]-1,8-naphthyridin-2-yl]phenol CC=1C(=C(C=C(C1)C)O)C1=NC2=NC(=CC=C2C=C1)C1OCCCN(C1)C